((2R,3S,5R)-5-(6-amino-2-fluoro-9H-purin-9-yl)-2-ethynyl-2-(hydroxymethyl)tetrahydrofuran-3-yl) 1-adamantyl carbonate C(O[C@@H]1[C@](O[C@H](C1)N1C2=NC(=NC(=C2N=C1)N)F)(CO)C#C)(OC12CC3CC(CC(C1)C3)C2)=O